2-aminoisoindolin-1-one NN1C(C2=CC=CC=C2C1)=O